Cl.Cl.C(N)(=N)C1=CC=C(OC2CCC(CC2)OC=2C=CC(=NC2)C(N)=N)C=C1 5-(((1s,4s)-4-(4-carbamimidoylphenoxy)cyclohexyl)oxy)picolinimidamide dihydrochloride salt